(-)-6-(difluoromethyl-d)-8-((1S,2S,5R)-2-fluoro-5-hydroxycyclohexyl)-2-((1-((methyl-d3)sulfonyl)piperidin-4-yl-3,3,5,5-d4)-amino)pyrido[2,3-d]pyrimidin-7(8H)-one FC(C1=CC2=C(N=C(N=C2)NC2C(CN(CC2([2H])[2H])S(=O)(=O)C([2H])([2H])[2H])([2H])[2H])N(C1=O)[C@@H]1[C@H](CC[C@H](C1)O)F)([2H])F